NC=1N=NC(=CC1N1CC(NCC1)=O)C1=C(C=CC=C1)O 4-[3-amino-6-(2-hydroxyphenyl)pyridazin-4-yl]piperazin-2-one